2-((5-fluoropyridin-3-yl)methyl)-6-(2-(2-(methylthio)ethoxy)pyrimidin-5-yl)pyridazin-3(2H)-one FC=1C=C(C=NC1)CN1N=C(C=CC1=O)C=1C=NC(=NC1)OCCSC